CON(C1=NC(=NC(=N1)NC(C)C)NCC#C)C O,N-Dimethyl-N-(4-isopropylamino-6-prop-2-ynylamino-[1,3,5]triazin-2-yl)-hydroxylamine